FC(C=1C=C(C=C(C1)C(F)(F)F)[C@@H](C)N(C(=O)N1[C@H](C[C@H](CC1)N1C[C@H]2N(CC1)C(CC2)=O)C2=C(C=C(C=C2)F)C)C)(F)F (2R,4S)-N-{(1R)-1-[3,5-bis(trifluoromethyl)phenyl]ethyl}-2-(4-fluoro-2-methylphenyl)-N-methyl-4-[(8aS)-6-oxohexahydropyrrolo[1,2-a]pyrazin-2(1H)-yl]-1-piperidinecarboxamide